CS(=O)(=O)O[C@@H]1CNC([C@H]1NC(CCC1=C(NC2=C(C=C(C=C12)F)F)C1=CC=C(C=C1)F)=O)=O [(3R,4S)-4-[3-[5,7-difluoro-2-(4-fluorophenyl)-1H-indol-3-yl]propanoylamino]-5-oxo-pyrrolidin-3-yl] methanesulfonate